BrC1=CC=C(OC(CO)(F)F)C=C1 2-(4-bromophenoxy)-2,2-difluoroethanol